Cl.N[C@H](CN1C[C@@H](CC1)C(=O)N1C2CN(CC1CC2)C2=NC=C(C=N2)C(F)(F)F)C ((R)-1-((S)-2-aminopropyl)pyrrolidin-3-yl)(3-(5-(trifluoromethyl)pyrimidin-2-yl)-3,8-diazabicyclo[3.2.1]octane-8-yl)methanone hydrochloride